OC(C[C@H](N)C(=O)O)CNC(N)=N L-gamma-hydroxyarginine